COC=1C=C(C=CC1)C1=NN(C(=C1O)C)C 3-(3-Methoxyphenyl)-1,5-dimethylpyrazol-4-ol